[Br-].C(CCCCCCCC)[P+](C1=CC=CC=C1)(C1=CC=CC=C1)C1=CC=CC=C1 (1-nonyl)triphenylphosphonium bromide